The molecule is a C19-gibberellin, initially identified in Phaseolus coccineus. It differs from gibberellin A1 in the presence of an extra beta-OH group at C-3 (gibbane numbering). It has a role as a plant metabolite. It is a lactone, a gibberellin monocarboxylic acid and a C19-gibberellin. It is a conjugate acid of a gibberellin A8(1-). C[C@]12[C@H]3[C@@H]([C@@]45CC(=C)[C@@](C4)(CC[C@H]5[C@@]3(C[C@@H]([C@@H]1O)O)OC2=O)O)C(=O)O